3-isothiocyanato-N,N,2,2-tetramethyl-propan-1-amine N(=C=S)CC(CN(C)C)(C)C